S(=O)(=O)(ON1[C@@H]2CC[C@H](N(C1=O)C2)C(NCCC2CCN(CC2)C(C)=O)=N)O (2S,5R)-2-(N-(2-(1-Acetylpiperidin-4-yl) ethyl) carbamimidoyl)-7-oxo-1,6-diazabicyclo[3.2.1]octan-6-yl hydrogen sulfate